CC=1C=C(C=C(C1)C)N1N=CC=C1NC(=O)C=1C=NN2C1N=CC=C2 N-(1-(3,5-dimethylphenyl)-1H-pyrazol-5-yl)pyrazolo[1,5-a]pyrimidine-3-carboxamide